C(C(=C)C)(=O)NCCCP [3-(methacrylamido)propyl]phosphine